[NH4+].C(#N)C1=CC(=C(CSC2=NN(C=C2)C2CCN(CC2)CC2=NC3=C(N2C[C@H]2OCC2)C=C(C=C3)C(=O)[O-])C=C1)F (S)-2-((4-(3-((4-cyano-2-fluorobenzyl)thio)-1H-pyrazol-1-yl)piperidin-1-yl)methyl)-1-(oxetan-2-ylmethyl)-1H-benzo[d]imidazole-6-carboxylic acid, ammonium salt